BrC1=CC(=C(C=C1)Cl)OCC(OCC)OCC 4-bromo-1-chloro-2-(2,2-diethoxyethoxy)benzene